ClC=1C=C2C=C(NC2=CC1OCC=1N=CSC1)C(C)NC(=O)C1(CC1)C N-(1-{5-chloro-6-[(1,3-thiazol-4-yl)methoxy]-2-indolyl}ethyl)1-methylcyclopropanecarboxamide